3-triethoxysilyl-1-propyl thiopalmitate C(CCCCCCCCCCCCCCC)(=S)OCCC[Si](OCC)(OCC)OCC